N-(2-(1-(1-(4-(propan-2-ylidene)cyclohexyl)piperidin-4-yl)-3-(pyrrolidin-1-yl-methyl)-1H-indol-2-yl)ethyl)aminosulfonamide CC(C)=C1CCC(CC1)N1CCC(CC1)N1C(=C(C2=CC=CC=C12)CN1CCCC1)CCNNS(=O)=O